Cl.[N+](#[C-])C1=CC(=C(C(=C1)C)CN)C (4-isocyano-2,6-dimethylphenyl)methylamine hydrochloride